C(CC)OC(COC(COC(CO)C)C)C 2-(2-(2-propoxypropoxy)propoxy)propanol